COCCCOC1=C(C=O)C=CC(=C1)C(F)(F)F 2-(3-methoxypropoxy)-4-(trifluoromethyl)benzaldehyde